GOLD gold [Au].[Au]